di(propylphenyl) phenyl phosphate P(=O)(OC1=C(C=CC=C1)CCC)(OC1=C(C=CC=C1)CCC)OC1=CC=CC=C1